CC=1C=C(C=CC1O[C@H]1O[C@H]([C@H]([C@@H]([C@H]1O)O)O)CO)C=1C=C(C(=O)O)C=CC1 3-[3-methyl-4-[(2R,3R,4S,5S,6S)-3,4,5-trihydroxy-6-(hydroxymethyl)tetrahydropyran-2-yl]oxy-phenyl]benzoic acid